2-((5-(2,5-dimethylphenoxy)-2,2-dimethylpentyl)oxy)isoindoline-1,3-dione CC1=C(OCCCC(CON2C(C3=CC=CC=C3C2=O)=O)(C)C)C=C(C=C1)C